NC1=CC(=CC(=C1)C(=O)O)C(=O)O 1-amino-benzene-3,5-dicarboxylic acid